N-t-butoxycarbonylpiperidine-4-boronic acid pinacol ester C(C)(C)(C)OC(=O)N1CCC(CC1)B1OC(C)(C)C(C)(C)O1